COC=1C=C(C=CC1)C1CC(C1)C1=CC(=NC=C1)CN1C(C2=CC=CC=C2C1=O)=O 2-((4-(3-(3-methoxyphenyl)cyclobutyl)pyridin-2-yl)methyl)isoindoline-1,3-dione